(Z)-1-(3-(2,3-Dihydrobenzofuran-4-yl)-4-oxothiazolidin-2-ylidene)-3-(2-fluoro-4-(1-(4-(trifluoromethoxy)phenyl)-1H-1,2,4-triazol-3-yl)phenyl)urea O1CCC2=C1C=CC=C2N2/C(/SCC2=O)=N/C(=O)NC2=C(C=C(C=C2)C2=NN(C=N2)C2=CC=C(C=C2)OC(F)(F)F)F